(S)-1-(2-(1-(4-(2-fluoro-3-methoxyphenoxy)phenyl)imidazo[1,5-a]pyrazin-3-yl)pyrrolidin-1-yl)prop-2-en-1-one FC1=C(OC2=CC=C(C=C2)C=2N=C(N3C2C=NC=C3)[C@H]3N(CCC3)C(C=C)=O)C=CC=C1OC